(S)-3,3,3-trifluoro-N-((1-(4-(trifluoromethyl)phenyl)-1,2,3,4-tetrahydro-1,5-naphthyridin-3-yl)methyl)propanamide FC(CC(=O)NC[C@H]1CN(C2=CC=CN=C2C1)C1=CC=C(C=C1)C(F)(F)F)(F)F